8-bromo-7-(p-tolyl)-[1,2,4]triazolo[4,3-c]pyrimidin-5-amine BrC=1C=2N(C(=NC1C1=CC=C(C=C1)C)N)C=NN2